BrC1=CN=CC=2N(C[C@H](N(C21)C)C)C(=O)NC=2C=NC(=C(C2)Cl)N2N=CC=N2 (R)-8-bromo-N-(5-chloro-6-(2H-1,2,3-triazol-2-yl)pyridin-3-yl)-1,2-dimethyl-2,3-dihydropyrido[3,4-b]pyrazine-4(1H)-carboxamide